4-(4-(5-methoxy-2-(1-methyl-1H-pyrazol-4-yl)-4-nitrophenyl)piperazin-1-yl)piperidine-1-carboxylic acid tert-butyl ester C(C)(C)(C)OC(=O)N1CCC(CC1)N1CCN(CC1)C1=C(C=C(C(=C1)OC)[N+](=O)[O-])C=1C=NN(C1)C